OC(CN(C(OC(C)(C)C)=O)C)C1=C(C(=CC=C1)C1=CC(=NC=C1)C(F)(F)F)CO tert-butyl (2-hydroxy-2-(2-(hydroxymethyl)-3-(2-(trifluoromethyl) pyridin-4-yl)phenyl)ethyl)(methyl)carbamate